methyl-2-methoxy-5-(3-oxo-3-(2-oxopiperidin-1-yl)prop-1-en-1-yl)benzoate COC(C1=C(C=CC(=C1)C=CC(N1C(CCCC1)=O)=O)OC)=O